C(C1=CC=CC=C1)N1CC=2C(=C(N=C(C2CC1)N1CC2CCC(C1)N2)OC[C@H]2N(CCC2)C)C#N 6-benzyl-1-(3,8-diazabicyclo[3.2.1]octan-3-yl)-3-(((S)-1-methylpyrrolidin-2-yl)methoxy)-5,6,7,8-tetrahydro-2,6-naphthyridine-4-carbonitrile